2,3-butanedithiol CC(C(C)S)S